N1=CN=C2OCC(CN21)C(=O)O 6,7-dihydro-5H-[1,2,4]triazolo[5,1-b][1,3]oxazine-6-carboxylic acid